(S)-3-(tert-butoxy(4-(4-chlorophenyl)-2,3,6-trimethyl-1-((1-methyl-1H-pyrazol-4-yl)methyl)-1H-pyrrolo[2,3-b]pyridin-5-yl)methyl)-5-methyl-1,2,4-oxadiazole C(C)(C)(C)O[C@H](C1=NOC(=N1)C)C=1C(=C2C(=NC1C)N(C(=C2C)C)CC=2C=NN(C2)C)C2=CC=C(C=C2)Cl